5-(tosylmethyl)pyrrolidine-1-carboxylate S(=O)(=O)(C1=CC=C(C)C=C1)CC1CCCN1C(=O)[O-]